(4-(5-methyl-2-(trifluoromethyl)thiazol-4-yl)phenyl)methylamine CC1=C(N=C(S1)C(F)(F)F)C1=CC=C(C=C1)CN